mono-asparagine chlorine [Cl].N[C@@H](CC(N)=O)C(=O)O